n-tridecyl hexanoate C(CCCCC)(=O)OCCCCCCCCCCCCC